N12CCC(CC1)CC2 (3S)-1-azabicyclo[2.2.2]octan